N,N'-bis(2-methyl-3-hydroxy-5-hydroxymethyl-4-pyridylmethyl)ethylenediamine CC1=NC=C(C(=C1O)CNCCNCC1=C(C(=NC=C1CO)C)O)CO